C(C1=CC=CC=C1)C1=C(C2=C(N(C(N(C2=O)C)=O)C)N(C1=O)C)NC(C)C 6-benzyl-5-(isopropylamino)-1,3,8-trimethylpyrido[2,3-d]pyrimidine-2,4,7(1h,3h,8h)-trione